ls-1-Ethylcyclopentyl methacrylate C(C(=C)C)(=O)OC1(CCCC1)CC